Chromenone C1=CC=C2C(=C1)C=CC(=O)O2